C12(CC3CC(CC(C1)C3)C2)C2=C(C(=CC(=C2)C)Br)O 2-((3r,5r,7r)-adamantan-1-yl)-6-bromo-4-methylphenol